OC1=C(C=CC(=C1)B1OC(C(O1)(C)C)(C)C)NC(OC(C)(C)C)=O tert-butyl (2-hydroxy-4-(4,4,5,5-tetramethyl-1,3,2-dioxaborolan-2-yl)phenyl)carbamate